(S)-5-Chloro-2,3-dihydro-1H-inden-2-amine ClC=1C=C2C[C@H](CC2=CC1)N